O1C(=CC=C1CCC=O)CCC=O 2,5-furandipropionaldehyde